Cl.C(C1=CC=CC=C1)OC(=O)[C@H]1NC[C@@H](C1)CC1=CC=C(C=C1)C(F)(F)F (2s,4r)-4-(4-(trifluoromethyl)benzyl)-pyrrolidine-2-carboxylic acid benzyl ester hydrochloride